FC1=CC=C(C=C1)C1=C(C2C(N=CN=C2)N1C)/C=C/C(=O)N1CCC(CC1)OC (E)-3-(6-(4-fluorophenyl)-7-methyl-4a,7a-dihydro-7H-pyrrolo[2,3-d]pyrimidin-5-yl)-1-(4-methoxypiperidin-1-yl)prop-2-en-1-one